ClC1=C(C=CC=C1)[C@H]1CC[C@H](N1C(=O)C=1C(=CC=CC1)C1=C(C=CC=C1)\C(\N)=N/O)C(=O)O (2S,5R)-5-(2-chlorophenyl)-1-(2'-((E)-N'-hydroxycarbamimidoyl)biphenylcarbonyl)pyrrolidine-2-carboxylic acid